(S)-N-(1-cyanocyclopropyl)-9-(5-(difluoromethyl)-1,3,4-thiadiazol-2-yl)-4-(2-methylpiperazin-1-yl)-9H-pyrimido[4,5-b]indole-7-sulfonamide C(#N)C1(CC1)NS(=O)(=O)C1=CC=C2C3=C(N(C2=C1)C=1SC(=NN1)C(F)F)N=CN=C3N3[C@H](CNCC3)C